[3-[(1R)-1-[[5-[(1R,5S)-3,8-diazabicyclo[3.2.1]oct-3-yl]-2-methyl-benzoyl]amino]ethyl]-5-methoxy-phenyl]-1-methyl-pyrrole-2-carboxylic acid benzyl ester hydrochloride Cl.C(C1=CC=CC=C1)OC(=O)C=1N(C=CC1C1=CC(=CC(=C1)OC)[C@@H](C)NC(C1=C(C=CC(=C1)N1C[C@H]2CC[C@@H](C1)N2)C)=O)C